FC(C1=C(N=NC(=C1)N1CC[C@H]2[C@@H]1CN(CC2)C)C2=C(C=C(C=C2)C(F)(F)F)O)F |r| 2-[4-(difluoromethyl)-6-[rac-(3aS,7aR)-6-methyl-3,3a,4,5,7,7a-hexahydro-2H-pyrrolo[2,3-c]pyridin-1-yl]pyridazin-3-yl]-5-(trifluoromethyl)phenol